C(CCCCC(=O)OCCS)(=O)OCCS di(2-mercaptoethyl) adipate